1-(2-chloro-4-((7-hydroxy-6-methoxyquinazolin-4-yl)oxy)phenyl)-3-(2-fluorophenyl)urea ClC1=C(C=CC(=C1)OC1=NC=NC2=CC(=C(C=C12)OC)O)NC(=O)NC1=C(C=CC=C1)F